C(C)(=O)OC(CCC[C@@H](C)[C@H]1CC[C@@H]2[C@@]1(CC[C@@H]1[C@]3(CC[C@@H]([C@@H]([C@@H]3CC([C@@H]21)=O)O)O)C)C)C2=C(C=CC=C2)F (5R)-5-[(1R,3aS,3bS,5aR,6R,7S,9aR,9bS,11aR)-6,7-dihydroxy-9a,11a-dimethyl-4-oxohexadecahydro-1H-cyclopenta[1,2-a]phenanthren-1-yl]-1-(2-fluorophenyl)hexyl acetate